CN(C(=O)C1=CC=C(C=C1)C1=C(NC2=C(C=CC=C12)CCOC1=CC=CC=C1)C(=O)O)C 3-(4-(dimethylcarbamoyl)phenyl)-7-(2-phenoxyethyl)-1H-indole-2-carboxylic acid